O1S(OC2C1COC2)(=O)=O tetrahydrofurano[3,4-d]-1,3,2-dioxathiolane-2,2-dioxide